o-methylbenzoyl ketone CC1=C(C(=O)C(=O)C(C2=C(C=CC=C2)C)=O)C=CC=C1